N-(hydroxyethyl)pyrrolidine OCCN1CCCC1